1-({3,4-difluoro-2-[(2-fluoro-4-iodophenyl)amino]phenyl}carbonyl)-3-[1-(ethylamino)propyl]azetidin-3-ol FC=1C(=C(C=CC1F)C(=O)N1CC(C1)(O)C(CC)NCC)NC1=C(C=C(C=C1)I)F